(S)-(4-methylenepyrrolidin-2-yl)methanol, hydrochloride salt Cl.C=C1C[C@H](NC1)CO